2-formyl-5-methoxybenzoic acid C(=O)C1=C(C(=O)O)C=C(C=C1)OC